isophthalic acid (isophthalate) C(C1=CC(C(=O)O)=CC=C1)(=O)O.C(C1=CC(C(=O)O)=CC=C1)(=O)O